C(C)C=1C=C(C=C)C=CC1C 3-ethyl-4-methylstyrene